5-(2-Chlorobenzyl)-3-cyclopropyl-4-oxo-4,5,6,7-tetrahydropyrazolo[1,5-a]pyrazine-2-carboxylic acid [5-(5-nitrofuran-2-yl)-[1,3,4]thiadiazol-2-yl] amide [N+](=O)([O-])C1=CC=C(O1)C1=NN=C(S1)NC(=O)C1=NN2C(C(N(CC2)CC2=C(C=CC=C2)Cl)=O)=C1C1CC1